CN1N=C2C=CC(=C(C2=C1)C)C1=C2C=C(N=CC2=CC=N1)NC1=CC=C(C=C1)[S@](=O)(C)=N |r| Racemic-(4-((5-(2,4-dimethyl-2H-indazol-5-yl)-2,6-naphthyridin-3-yl)amino)phenyl)(imino)(methyl)-λ6-sulfanone